C(=O)C1=C(C=CC=C1)CC#N (2-formylphenyl)acetonitrile